N-(5-bromo-2-methoxypyridin-3-yl)-1-methyl-1H-pyrrole-2-sulfonamide BrC=1C=C(C(=NC1)OC)NS(=O)(=O)C=1N(C=CC1)C